BrC=1C=C2C(=NC1)N(N=C2C(=O)C=2C(=C(C(=CC2)F)NS(=O)(=O)CCC)F)C2OCCN2 N-[3-[5-bromo-1-(oxazolidin-2-yl)pyrazolo[3,4-b]pyridine-3-carbonyl]-2,6-difluorophenyl]propane-1-sulfonamide